1-(2-((2-ethoxy-4-(4-methyl-4H-1,2,4-triazol-3-yl)phenyl)amino)-6-methylpyrido[3,4-d]pyrimidin-8-yl)-4-ethylpiperidine-4-carbonitrile C(C)OC1=C(C=CC(=C1)C1=NN=CN1C)NC=1N=CC2=C(N1)C(=NC(=C2)C)N2CCC(CC2)(C#N)CC